5-[2-(2,2,2-Trifluoro-1,1-dimethylethyl)-4-pyridinyl]-2-thiazolamine FC(C(C)(C)C1=NC=CC(=C1)C1=CN=C(S1)N)(F)F